2-((1-Benzylpiperidin-4-yl)methyl)-4-morpholinopyridazin-3(2H)-on Hydrochlorid Cl.C(C1=CC=CC=C1)N1CCC(CC1)CN1N=CC=C(C1=O)N1CCOCC1